FC(OC1=CC=C(C=C1)SC1=CC=C(C=O)C=C1)(F)F 4-{[4-(Trifluoromethoxy)phenyl]sulfanyl}benzaldehyde